COC1=C(OCC(CO)O)C=CC=C1 3-(2-methoxyphenoxy)1,2-propanediol